CC=1C=C(C=CC1)NC1=CC2=CC=CC=C2C=C1 N-(3-methylphenyl)naphthalen-2-amine